C(C=C)(=O)F.[Cu] copper alloyl-fluorine